N-((1R,3R,5S)-8-(((3aR,5S,6aS)-5-aminohexahydrocyclopenta[c]pyrrol-2(1H)-yl)sulfonyl)-8-azabicyclo[3.2.1]octan-3-yl)-5-(oxetan-3-yl)isoxazole-3-carboxamide NC1C[C@@H]2[C@@H](CN(C2)S(=O)(=O)N2[C@H]3CC(C[C@@H]2CC3)NC(=O)C3=NOC(=C3)C3COC3)C1